1-[3-fluoro-5-isobutyl-2-(2H-tetrazol-5-yl)phenyl]-4-[(5-methyl-2-pyridyl)methyl]-piperazine FC=1C(=C(C=C(C1)CC(C)C)N1CCN(CC1)CC1=NC=C(C=C1)C)C=1N=NNN1